CNS(=O)(=O)C=1C=NC(=CC1)N1CCOCC1 N-methyl-6-morpholinopyridine-3-sulfonamide